1-methylhexahydrocyclopenta[b]pyrrol-2(1H)-one CN1C2C(CC1=O)CCC2